C(C)C=1NC=2N(C(C1N1CCN(CC1)C(=O)OC(C)(C)C)=O)N=C(N2)NC2=CC=CC=C2 Tert-butyl 4-(5-ethyl-7-oxo-2-(phenylamino)-4,7-dihydro-[1,2,4]triazolo[1,5-a]pyrimidin-6-yl)piperazine-1-carboxylate